2,6-Dimethyl-4-tridecylmorpholine CC1CN(CC(O1)C)CCCCCCCCCCCCC